4-(((5-chloro-2-((4-((2S,6R)-2,6-dimethyl-morpholino)phenyl)amino)pyrimidin-4-yl)oxy)methyl)cyclohexan ClC=1C(=NC(=NC1)NC1=CC=C(C=C1)N1C[C@@H](O[C@@H](C1)C)C)OCC1CCCCC1